C(C)(C)(C)[S@@](=O)N[C@@H](C)C1=CC(=CN2C1=NC(=CC2=O)N2CCOCC2)C(=O)OC(C)C isopropyl 9-[(1S)-1-[[(R)-tert-butylsulfinyl]amino]ethyl]-2-morpholino-4-oxo-pyrido[1,2-a]pyrimidine-7-carboxylate